(3E)-3-[2-(dimethylamino)ethylidene]-4-methylpyrrolidin-2-one CN(C\C=C/1\C(NCC1C)=O)C